6-(cyclopropanecarboxamido)-N-(methyl-d3)-4-((5-methyl-2-(methyl-d3)-4,5-dihydro-2H-pyrazolo[4,3-c]quinolin-6-yl)amino)nicotinamide C1(CC1)C(=O)NC1=NC=C(C(=O)NC([2H])([2H])[2H])C(=C1)NC1=CC=CC=2C=3C(CN(C12)C)=CN(N3)C([2H])([2H])[2H]